C(#N)CNC(C1=CC=C(C=C1)C1=NC(=NC=C1C)NC=1C=NN(C1)C1C[C@H]2CC[C@@H](C1)N2C(=O)C2(CC2)C)=O N-(cyanomethyl)-4-(5-methyl-2-((1-((1R,3r,5S)-8-(1-methylcyclopropanecarbonyl)-8-azabicyclo[3.2.1]octan-3-yl)-1H-pyrazol-4-yl)amino)pyrimidin-4-yl)benzamide